N-{3-[4-(5-Chloropyridin-3-yl)-6-oxo-1,6-dihydropyrimidin-2-yl]-2,4-difluorobenzyl}isobutyramide Copper-Aluminium-Nickel [Ni].[Al].[Cu].ClC=1C=C(C=NC1)C=1N=C(NC(C1)=O)C=1C(=C(CNC(C(C)C)=O)C=CC1F)F